5-((2-(cyclopropylmethyl)-1,2,3,4-tetrahydroisoquinolin-7-yl)(isopropyl)amino)-1-methylpyridin-2(1H)-one C1(CC1)CN1CC2=CC(=CC=C2CC1)N(C=1C=CC(N(C1)C)=O)C(C)C